N-ethyl-3-(N-methyl-N-phenylsulfamoyl)-N-(pyridin-3-yl)benzamide C(C)N(C(C1=CC(=CC=C1)S(N(C1=CC=CC=C1)C)(=O)=O)=O)C=1C=NC=CC1